IC=1C=C(C=CC1)C1=NC=C2C=CNC(C2=C1)=O 7-(3-iodophenyl)-2,6-naphthyridin-1(2H)-one